N-(5-bromo-6-methyl-pyrazin-2-yl)-terephthalamic acid methyl ester COC(C1=CC=C(C(=O)NC2=NC(=C(N=C2)Br)C)C=C1)=O